BrC=1C=C(C(=C(C#N)C1)NC)C(F)(F)F 5-bromo-2-(methylamino)-3-(trifluoromethyl)benzonitrile